(4-aminoimidazo[1,5-a]quinoxalin-8-yl)((2S,4aS,9aR)-2-methyl-7-(trifluoromethoxy)-2,3,9,9a-tetrahydroindeno[2,1-b][1,4]oxazin-4(4aH)-yl)methanone NC=1C=2N(C3=CC(=CC=C3N1)C(=O)N1[C@@H]3[C@H](O[C@H](C1)C)CC=1C=C(C=CC13)OC(F)(F)F)C=NC2